NC=1C=C(C=CC1Cl)[C@@H](CC(=O)OCCCC)C1CC1 Butyl (3S)-3-(3-amino-4-chlorophenyl)-3-cyclopropylpropanoate